C(C(=O)[O-])(=O)[O-].[Mn+].[NH4+] ammonium manganese oxalate